N1,N3,N5-Tris(6-(bis((nonyloxycarbonyl)propyl)amino)hexyl)adamantane-1,3,5-tricarboxamide C(CCCCCCCC)OC(=O)CCCN(CCCCCCNC(=O)C12CC3(CC(CC(C1)C3)(C2)C(=O)NCCCCCCN(CCCC(=O)OCCCCCCCCC)CCCC(=O)OCCCCCCCCC)C(=O)NCCCCCCN(CCCC(=O)OCCCCCCCCC)CCCC(=O)OCCCCCCCCC)CCCC(=O)OCCCCCCCCC